2-(2,4-Dichloro-6-fluorobenzylidene)hydrazinecarboximidamide ClC1=C(C=NNC(N)=N)C(=CC(=C1)Cl)F